BrC1=CC=C(C2=C1N=C(S2)C(CC)CCCC)Br 4,7-dibromo-2-(heptane-3-yl)benzothiazole